N1CC(C1)C=1C=CC(=NC1)C(=O)NC 5-(azetidin-3-yl)-N-methylpyridineamide